FC1=CC=C(C(=O)N2[C@@H](C=3N(CC2)C(=NC3N3C=C(C=C3)O)C3=NC(=NS3)C)C)C=C1 (R)-1-((R)-7-(4-fluorobenzoyl)-8-methyl-3-(3-Methyl-1,2,4-thiadiazol-5-yl)-5,6,7,8-tetrahydroimidazo[1,5-a]pyrazin-1-yl)-3-hydroxypyrrole